(S)-1-(4-(2-chloro-6-(3,5-dimethylisoxazol-4-yl)quinazolin-4-yl)-3-phenylpiperazin-1-yl)ethan-1-one ClC1=NC2=CC=C(C=C2C(=N1)N1[C@H](CN(CC1)C(C)=O)C1=CC=CC=C1)C=1C(=NOC1C)C